4-chloro-3-(5,7-difluoro-6-(1-(2-hydroxy-2-methylpropyl)-1H-pyrazol-4-yl)-4-oxo-1,4-dihydroquinolin-2-yl)benzonitrile ClC1=C(C=C(C#N)C=C1)C=1NC2=CC(=C(C(=C2C(C1)=O)F)C=1C=NN(C1)CC(C)(C)O)F